(E)-3-(2-(3-Chlorophenyl)-6-(trifluoromethyl)pyridin-3-yl)-N-(2-oxo-2,3-dihydro-1H-benzo[d]imidazol-4-yl)acrylamid ClC=1C=C(C=CC1)C1=NC(=CC=C1/C=C/C(=O)NC1=CC=CC=2NC(NC21)=O)C(F)(F)F